C(C1=CC=CC=C1)C=1NC(=NN1)C(=O)NC1=NC=CC(=C1)C1=C(C=CC(=C1)OCC1COC1)C 5-benzyl-N-(4-(2-methyl-5-(oxetan-3-ylmethoxy)phenyl)pyridin-2-yl)-4H-1,2,4-triazole-3-carboxamide